3,4,4-trifluoro-3-butene FC(CC)=C(F)F